NC1=C(C=CC=C1)SC1=NC(=NC=C1C(F)(F)F)NC1CNCCC1 4-[(2-aminophenyl)sulfanyl]-N-(piperidin-3-yl)-5-(trifluoromethyl)pyrimidin-2-amine